ONC(COC1=C(C=CC(=C1)\C=C/C1=CC(=C(C(=C1)OC)OC)OC)OC)=O (Z)-N-hydroxy-2-(2-methoxy-5-(3,4,5-trimethoxystyryl)phenoxy)acetamide